FC(OC1=C(CNS(=O)(=O)C2=CC=CC=C2)C=CC=C1)(F)F N-(2-(trifluoromethoxy)benzyl)benzenesulfonamide